Tert-butyl 6-chloro-3-(3-(naphthalen-1-yloxy)propyl)-1-(2-(piperazin-1-yl)ethyl)-7-(1,3,5-trimethyl-1H-pyrazol-4-yl)-1H-indole-2-carboxylate ClC1=CC=C2C(=C(N(C2=C1C=1C(=NN(C1C)C)C)CCN1CCNCC1)C(=O)OC(C)(C)C)CCCOC1=CC=CC2=CC=CC=C12